COC=1C=C(OC2=CC=C(C=C2)N2N=C3C(NCC[C@@H]3N3CCN(CC3)S(=O)(=O)C3=C(C=CC=C3)[N+](=O)[O-])=C2C(=O)N)C=CC1 (7S)-2-[4-(3-methoxyphenoxy)phenyl]-7-[4-(2-nitrobenzene-1-sulfonyl)piperazin-1-yl]-4,5,6,7-tetrahydro-2H-pyrazolo[4,3-b]pyridine-3-carboxamide